O1N=C(C=C1)NC(C[N+]1(CCC(CC1)(C)C)CC(=O)NC1=C(SC=C1C)C(=O)OC1COC1)=O 1-(2-(isoxazol-3-ylamino)-2-oxoethyl)-4,4-dimethyl-1-(2-((4-methyl-2-((oxetan-3-yloxy)carbonyl)thiophen-3-yl)amino)-2-oxoethyl)piperidin-1-ium